N[C@@H]1C(NC(CC1)=O)=O (3S)-3-aminopiperidin-2,6-dione